NC1=CC2=C(OCC(CN2)OCCOCCOC)C=C1 7-amino-2,3,4,5-tetrahydro-3-(2-(2-methoxyethoxy)ethoxy)benzo[b][1,4]oxazepine